C(C(C)C)C(C=C(C(=O)OCCC)C(=O)OCCC)C(C)C di-n-propyl (2-isobutyl-3-methylbutylidene)malonate